O[C@H]1[C@@H]([C@@H]2[C@@H](OC[C@H](CC2)CCCC(=O)OC(C)C)C1)\C=C\[C@H](COC1=CC(=CC=C1)C)O 2-Propanyl 4-{(3S,5aR,6R,7R,8aS)-7-hydroxy-6-[(1E,3R)-3-hydroxy-4-(3-methylphenoxy)-1-buten-1-yl]octahydro-2H-cyclopenta[b]oxepin-3-yl}butanoate